N1N=CC(=C1)NCCCNC([O-])=O [3-(1H-pyrazol-4-ylamino)propyl]carbamate